N-(1-methylvinyl)pyrrolidone CC(=C)N1C(CCC1)=O